tert-butyl 4-((4-(2-allyl-3-oxo-6-((4-(2,2,2-trifluoroethoxy)phenyl)amino)-2,3-dihydro-1H-pyrazolo[3,4-d]pyrimidin-1-yl)pyrimidin-2-yl)oxy)piperidine-1-carboxylate C(C=C)N1N(C2=NC(=NC=C2C1=O)NC1=CC=C(C=C1)OCC(F)(F)F)C1=NC(=NC=C1)OC1CCN(CC1)C(=O)OC(C)(C)C